(1S,2S,4R)-N-[1-cyano-2-(6-oxo-5H-phenanthridin-1-yl)ethyl]-3-azabicyclo[2.2.1]heptane-2-carboxamide C(#N)C(CC1=CC=CC=2NC(C3=CC=CC=C3C12)=O)NC(=O)[C@@H]1[C@H]2CC[C@@H](N1)C2